2',4',6'-tris(prop-2-yl)-[1,1'-biphenyl] CC(C)C1=C(C(=CC(=C1)C(C)C)C(C)C)C1=CC=CC=C1